1-(octanoyloxy)ethyl 5-((5Z,8Z,11Z,14Z,17Z)-icosa-5,8,11,14,17-pentaenamido)-2-(((5Z,8Z,11Z,14Z,17Z)-icosa-5,8,11,14,17-pentaenoyl)oxy)benzoate C(CCC\C=C/C\C=C/C\C=C/C\C=C/C\C=C/CC)(=O)NC=1C=CC(=C(C(=O)OC(C)OC(CCCCCCC)=O)C1)OC(CCC\C=C/C\C=C/C\C=C/C\C=C/C\C=C/CC)=O